The molecule is a methyl phenyl(piperidin-2-yl)acetate that has S configuration alpha to the carbonyl group and R configuration at the stereocentre bearing the nitrogen. It is an enantiomer of a methyl (R)-phenyl[(S)-piperidin-2-yl]acetate. COC(=O)[C@H]([C@H]1CCCCN1)C2=CC=CC=C2